7-(3,3-difluoropyrrolidin-1-yl)chroman-4-one FC1(CN(CC1)C1=CC=C2C(CCOC2=C1)=O)F